N-(5-(2-(dimethylamino)ethyl)-1H-imidazol-2-yl)-4-methyl-6,7-dihydro-5H-cyclopenta[d]pyrimidin-2-amine CN(CCC1=CN=C(N1)NC=1N=C(C2=C(N1)CCC2)C)C